(3R)-3-{4-[(2S)-2,3-dimethylbutoxy]phenyl}hex-4-ynoic acid C[C@H](COC1=CC=C(C=C1)[C@@H](CC(=O)O)C#CC)C(C)C